4-(methyl-(nitroso)amino)butyric acid CN(CCCC(=O)O)N=O